13-Chloro-4,20-difluoro-14-hydroxy-19-methoxy-16,16-dioxo-9-oxa-16λ6-thia-17-azatetracyclo[16.3.1.111,15.02,7]tricosa-1(21),2(7),3,5,11,13,15(23),18(22),19-nonaen-10-one ClC=1C=C2C(OCC=3C=CC(=CC3C3=CC(=C(C(NS(C(C1O)=C2)(=O)=O)=C3)OC)F)F)=O